4-[ethyl-(2-hydroxyethyl)amino]-1-[(2-hydroxyethyl)amino]-2-nitrobenzene hydrochloride Cl.C(C)N(C1=CC(=C(C=C1)NCCO)[N+](=O)[O-])CCO